C1(=NC=CC2=CC=CC=C12)C(C)(C)NC(C[C@@H]1N(CCC1)C)=O (R)-N-(2-(isoquinolin-1-yl)propan-2-yl)-2-(1-methylpyrrolidin-2-yl)acetamide